4-fluoro-3-(N-(tetrahydro-2H-pyran-4-yl)sulfamoyl)benzoic acid FC1=C(C=C(C(=O)O)C=C1)S(NC1CCOCC1)(=O)=O